3-[(benzo[1,3]dioxol-5-ylmethyl)-amino]-3-(3-methyl-oxetan-3-yl)-propionamide O1COC2=C1C=CC(=C2)CNC(CC(=O)N)C2(COC2)C